ClC1=C2CN(C(C2=CC=C1C1=CC(=C2C(=N1)N(C=C2)C2CS(C2)(=O)=O)CN2CCCC2)=O)C2C(NC(CC2)=O)=O 3-(4-chloro-5-(1-(1,1-dioxidothietan-3-yl)-4-(pyrrolidin-1-ylmethyl)-1H-pyrrolo[2,3-b]pyridin-6-yl)-1-oxoisoindolin-2-yl)piperidine-2,6-dione